(2R,3R,4S,5R,6R)-6-((5-(4,4-difluorocyclohexyl)isoxazol-3-yl)methyl)-2-(hydroxymethyl)-5-methoxy-4-(4-(3,4,5-trifluorophenyl)-1H-1,2,3-triazol-1-yl)tetrahydro-2H-pyran-3-ol FC1(CCC(CC1)C1=CC(=NO1)C[C@@H]1[C@@H]([C@H]([C@H]([C@H](O1)CO)O)N1N=NC(=C1)C1=CC(=C(C(=C1)F)F)F)OC)F